C1=CC=C2N1C1=CC=CC=C1NC2C=2C(=NC=CC2)N2CCC(CC2)O 1-(3-(4,5-Dihydropyrrolo[1,2-a]quinoxalin-4-yl)pyridin-2-yl)piperidin-4-ol